ClC=1C(=C(C(=CC1)OCC(F)(F)F)C1=CC(N2[C@@H](CCC2C1)C=1NC(=CN1)C1=CC=C(C=C1)NC(OC)=O)=O)F Methyl (4-(2-((3S)-7-(3-Chloro-2-fluoro-6-(2,2,2-trifluoroethoxy)phenyl)-5-oxo-1,2,3,5,8,8a-hexahydroindolizin-3-yl)-1H-imidazol-5-yl)phenyl)carbamate